C(=C)OC1=CC=C(C=C1)CC(=O)OC methyl 4-vinyloxybenzeneacetate